NC1=CC=C2C(=CNC2=C1)S(=O)(=O)NC1=C(C=CC=C1)F 6-amino-N-(2-fluorophenyl)-1H-indole-3-sulfonamide